4,4'-bis[N-(1-naphthyl)-N-phenylamino]Biphenyl C1(=CC=CC2=CC=CC=C12)N(C1=CC=CC=C1)C1=CC=C(C=C1)C1=CC=C(C=C1)N(C1=CC=CC2=CC=CC=C12)C1=CC=CC=C1